C(CCC)OC=1C=CC=2NC3=CC=C(C=C3C2C1)OCCCC 3,6-dibutoxy-9H-carbazole